5-Acetamido-3,5-dideoxy-D-glycero-D-galacto-non-2-ulosonic acid C(C)(=O)N[C@H]([C@H](CC(C(=O)O)=O)O)[C@@H](O)[C@H](O)[C@H](O)CO